C(C)(C)(C)C=1C=C(C=C(C1O)C(C)(C)C)CCC(=O)O.C(C)(C)(C)C=1C=C(C=C(C1O)C(C)(C)C)CCC(=O)O.N=C=C.N=C=C.O=C=C=O (1,2-dioxoethylene) bis(iminoethylene) bis(3-(3,5-di-tert-butyl-4-hydroxyphenyl) propionate)